(4S)-5-amino-4-(4-nitro-1,3-dioxo-isoindolin-2-yl)-5-oxo-pentanoic acid tert-butyl ester C(C)(C)(C)OC(CC[C@@H](C(=O)N)N1C(C2=CC=CC(=C2C1=O)[N+](=O)[O-])=O)=O